C(C)OC=1C=C2N(C(C=3N(C2=CC1)C=CN3)=O)C3=C(C(=CC=C3)F)C 7-Ethoxy-5-(3-fluoro-2-methylphenyl)imidazo[1,2-a]quinoxalin-4(5H)-one